ClC1=CC(=C(C=N1)C1=NN=C(S1)CO)NC (5-(6-chloro-4-(methylamino)pyridin-3-yl)-1,3,4-thiadiazol-2-yl)methanol